(1-methyl-2-(6-methyl-1H-indol-5-yl)-1H-pyrrolo[2,3-c]pyridin-5-yl)cyclopropanecarboxamide CN1C(=CC=2C1=CN=C(C2)C2(CC2)C(=O)N)C=2C=C1C=CNC1=CC2C